C(CC=C)OC1=CC(=CC(=C1)C)OC 1-(but-3-en-1-yloxy)-3-methoxy-5-methylbenzene